tert-butyl [3-(4-{3-[(trifluoromethoxy)methyl]azetidine-1-carbonyl}-1H-imidazol-1-yl)bicyclo[1.1.1]pentan-1-yl]carbamate FC(OCC1CN(C1)C(=O)C=1N=CN(C1)C12CC(C1)(C2)NC(OC(C)(C)C)=O)(F)F